Thiepino[3,2-g]Benzofuran O1C=CC2=C1C1=C(C=C2)C=CC=CS1